FC=1C=2N(C=CC1)N=C(C2)[C@@H]2N(CCC1=C2N=CN1)C(=O)C1=C(N=C(O1)C(C)(C)O)C (R)-(4-(4-fluoropyrazolo[1,5-a]pyridin-2-yl)-6,7-dihydro-1H-imidazo[4,5-c]pyridin-5(4H)-yl)(2-(2-hydroxypropan-2-yl)-4-methyloxazol-5-yl)methanone